(S)-5-ethyl-N-(1-(2-fluorophenyl)-1,4,5,7-tetrahydropyrano[3,4-c]pyrazol-4-yl)-1-methyl-1H-imidazole-4-carboxamide C(C)C1=C(N=CN1C)C(=O)N[C@@H]1COCC=2N(N=CC21)C2=C(C=CC=C2)F